1-cyclopropyl-4-{4-[1-(3-methoxypropyl)-3-methyl-1H-pyrazol-5-yl]-1-methyl-1H-imidazol-2-yl}-1H-pyrazolo[4,3-c]pyridine-6-carboxamide C1(CC1)N1N=CC=2C(=NC(=CC21)C(=O)N)C=2N(C=C(N2)C2=CC(=NN2CCCOC)C)C